Cl.FC=1C=C(C=CC1COC)CN (3-fluoro-4-(methoxymethyl)phenyl)methanamine hydrochloride